1-Amino-2-methoxyethane NCCOC